3-(4-oxo-3-(3-(trifluoromethyl)phenyl)oxazolidin-2-yl)-N-(4-phenylbutyl)benzamide O=C1N(C(OC1)C=1C=C(C(=O)NCCCCC2=CC=CC=C2)C=CC1)C1=CC(=CC=C1)C(F)(F)F